(3R,4S)-1-(6-ethyl-8-fluoro-4-methyl-3-(3-methyl-1,2,4-oxadiazol-5-yl)quinolin-2-yl)-4-fluoro-N-(((R)-tetrahydrofuran-2-yl)methyl)pyrrolidin-3-amine C(C)C=1C=C2C(=C(C(=NC2=C(C1)F)N1C[C@H]([C@H](C1)F)NC[C@@H]1OCCC1)C1=NC(=NO1)C)C